3-((4-(2-(2-aminopyridin-3-yl)-5-phenyl-3H-imidazo[4,5-b]pyridin-3-yl)benzyl)carbamoyl)benzenesulfonic acid NC1=NC=CC=C1C1=NC=2C(=NC(=CC2)C2=CC=CC=C2)N1C1=CC=C(CNC(=O)C=2C=C(C=CC2)S(=O)(=O)O)C=C1